6-{8-fluoro-2-methylimidazo[1,2-a]pyridin-6-yl}-4-methyl-2-(pyrrolidin-3-yl)isoquinolin-1-one FC=1C=2N(C=C(C1)C=1C=C3C(=CN(C(C3=CC1)=O)C1CNCC1)C)C=C(N2)C